C1(=CC=C(C=C1)[Si](O)(O)O)C1=CC=CC=C1 [1,1'-biphenyl]-4-yltrihydroxysilane